(2-(phenylsulfonylamino)ethyl)-thienyloxy-acetic acid C1(=CC=CC=C1)S(=O)(=O)NCCC(C(=O)O)OC=1SC=CC1